22-(2-(4-(((4-(3-(tert-butoxy)-1-cyclopropyl-3-oxopropyl)pyridin-2-yl)oxy)methyl)piperidin-1-yl)-4-methoxy-N-(6-methylpyridin-2-yl)benzamido)-21,21-dimethyldocosanoic acid C(C)(C)(C)OC(CC(C1CC1)C1=CC(=NC=C1)OCC1CCN(CC1)C1=C(C(=O)N(C2=NC(=CC=C2)C)CC(CCCCCCCCCCCCCCCCCCCC(=O)O)(C)C)C=CC(=C1)OC)=O